C(C)(=O)N1C(C(C2=CC=C(C=C12)F)=O)(C1=CC=C(C=C1)C)O 1-acetyl-6-fluoro-2-hydroxy-2-(p-tolyl)indol-3-one